C1(CC1)C1=C(C(=NO1)C1=C(C=NC=C1Cl)Cl)/C=C/C1CC2(CN(C2)C2=CC=C3C=CN=C(C3=C2)C)C1 (E)-7-(6-(2-(5-Cyclopropyl-3-(3,5-dichloropyridin-4-yl)isoxazol-4-yl)vinyl)-2-azaspiro[3.3]heptan-2-yl)-1-methylisochinolin